tert-butyl 4-(4-ethoxy-5-((7-fluoro-2-methyl-2H-indazol-5-yl) carbamoyl) pyrimidin-2-yl)-2,2-dimethylpiperazine-1-carboxylate C(C)OC1=NC(=NC=C1C(NC1=CC2=CN(N=C2C(=C1)F)C)=O)N1CC(N(CC1)C(=O)OC(C)(C)C)(C)C